4-bromo-5-fluoro-1-methyl-1H-pyrazole BrC=1C=NN(C1F)C